N-[(4-fluorophenyl)methyl]-1-(4-methylphenyl)-5-oxopyrrolidine-3-carboxamid FC1=CC=C(C=C1)CNC(=O)C1CN(C(C1)=O)C1=CC=C(C=C1)C